OC=1C(=NC=C(C1)C=1C=C2N=CC=NC2=CC1)C(=O)NCC(C(=O)O)(C)C 3-(3-Hydroxy-5-(quinoxalin-6-yl)pyridinecarboxamido)-2,2-dimethylpropionic acid